N-[3-(2,2-difluoroethyl)piperidin-3-yl]-2-methyl-5-[(pyridin-2-yl)methoxy]-2H-indazole-3-carboxamide FC(CC1(CNCCC1)NC(=O)C=1N(N=C2C=CC(=CC12)OCC1=NC=CC=C1)C)F